methyl 4,5-diamino-5-oxo-pentanoate hydrochloride Cl.NC(CCC(=O)OC)C(=O)N